(S)-N-((5-bromo-4-methylpyridin-2-yl)methyl)-4-(2-(3-fluoro-4-methylphenyl)-2H-pyrazolo[3,4-d]pyrimidin-4-yl)-1-methylpiperazine-2-carboxamide BrC=1C(=CC(=NC1)CNC(=O)[C@H]1N(CCN(C1)C=1C=2C(N=CN1)=NN(C2)C2=CC(=C(C=C2)C)F)C)C